(6-(benzo[d][1,3]dioxol-5-yl)benzo[d]thiazol-2-yl)pyrrolidine-3-carboxamide O1COC2=C1C=CC(=C2)C2=CC1=C(N=C(S1)N1CC(CC1)C(=O)N)C=C2